NC1=CC=C(C=C1)C=1N(C2=CC(=C(C=C2C1)O)C1=NN=NN1)C1CCC1 2-(4-aminophenyl)-1-cyclobutyl-6-(1H-tetrazol-5-yl)-1H-indol-5-ol